N-[(2,4-Difluorophenyl)methyl]-12-hydroxy-6-[2-(4-morpholinyl)ethyl]-11,13-dioxo-1,2,3,4,4a,5,6,6a,7,11,13,14a-dodecahydropyrido[1',2':4,5]pyrazino[1,2-a]quinazoline-10-carboxamide FC1=C(C=CC(=C1)F)CNC(=O)C=1C(C(=C2N(CC3N(C4CCCCC4CN3CCN3CCOCC3)C2=O)C1)O)=O